[Si](C1=CC=CC=C1)(C1=CC=CC=C1)(C(C)(C)C)O[C@H]1C[C@@H](N(C1)C(=O)OC(C)(C)C)C(=O)OC 1-(tert-butyl) 2-methyl (2R,4S)-4-((tert-butyldiphenylsilyl)oxy)pyrrolidine-1,2-dicarboxylate